BrC=1CN(CCC1F)C[C@@H](C(=O)N1N[C@@H](CCC1)C(=O)OC)NC(=O)OC(C)(C)C methyl (3S)-1-[(2S)-3-(3-bromo-4-fluoro-5,6-dihydro-2H-pyridin-1-yl)-2-[(tert-butoxycarbonyl)amino]propanoyl]-1,2-diazinane-3-carboxylate